FC1=C(C=C2CN(C(C2=C1)=O)C1C(NC(CC1)=O)=O)N1CCNCC1 3-(6-fluoro-1-oxo-5-(piperazin-1-yl)isoindolin-2-yl)piperidine-2,6-dione